ClC(CCC(=O)C1=CC(=C(C=C1)Cl)OC)C 4-chloro-1-(4-chloro-3-methoxy-phenyl)pentan-1-one